N=1N(N=CC1)C1=C(C=C(C=N1)NC(=O)C1=CC(=C(C=C1Cl)C1=C(C=C(C=C1)F)C#C)F)C(F)(F)F N-(6-(2H-1,2,3-triazol-2-yl)-5-(trifluoromethyl)pyridin-3-yl)-5-chloro-2'-ethynyl-2,4'-Difluoro-[1,1'-biphenyl]-4-carboxamide